CO[Si](CCCN(C(=O)N)CCC[Si](OC)(OC)OC)(OC)OC N,N-bis(3-trimethoxysilylpropyl)urea